3,3'-dimethoxy-5'-hydroxystilbene COC=1C=C(C=CC1)C=CC1=CC(=CC(=C1)O)OC